CC=1C(=CC2=C(N=C(N=C2C23CC(C2)(C3)C(F)(F)F)N3CCOCC3)N1)C(F)(F)F 4-(7-methyl-6-(trifluoromethyl)-4-(3-(trifluoromethyl)-bicyclo[1.1.1]pentan-1-yl)pyrido[2,3-d]pyrimidin-2-yl)morpholine